2,5-dibromo-N-(2-ethylhexyl)-3,4-thiophenedicarboximide CCCCC(CC)CN1C(=O)C2=C(SC(=C2C1=O)Br)Br